Cl.COC=1C=C2C(N(N=C(C2=CC1OC)CC=1C=C2CCN(C2=CC1)S(=O)(=O)N)C)=O 5-((6,7-dimethoxy-3-methyl-4-oxo-3,4-dihydrophthalazin-1-yl)methyl)indoline-1-sulfonamide hydrochloride